NC1=C(C(=NN1C(C(F)(F)F)C)C1=CC=C(C=C1)C(C(=O)O)C)C#N 2-(4-[5-Amino-4-cyano-1-[1,1,1-trifluoropropan-2-yl]pyrazol-3-yl]phenyl)propanoic acid